CN(C(=O)N)C(CC#N)=O methyl-cyanoacetyl-urea